4-(2-(7-chloro-1-(2-chloroethyl)-1H-benzo[d][1,2,3]triazol-5-yl)propan-2-yl)phenol ClC1=CC(=CC2=C1N(N=N2)CCCl)C(C)(C)C2=CC=C(C=C2)O